4-(N-Hydroxycarbamimidoyl)-piperidine ONC(=N)C1CCNCC1